3-({[(4R)-7-[(5-chloropyridin-2-yl)(methyl)amino]-3,4-dihydro-2H-1-benzopyran-4-yl]methyl}amino)pyridine-4-carboxylic acid ClC=1C=CC(=NC1)N(C1=CC2=C([C@@H](CCO2)CNC=2C=NC=CC2C(=O)O)C=C1)C